C(#N)C1=C(N=C2N(C1=O)C=C(C=C2[C@@H](C)NC2=C(C(=O)O)C=CC=C2)C)N2CC1C(C1C2)(F)F 2-(((1R)-1-(3-cyano-2-(6,6-difluoro-3-azabicyclo[3.1.0]hexan-3-yl)-7-methyl-4-oxo-4H-pyrido[1,2-a]pyrimidin-9-yl)ethyl)amino)benzoic acid